7-bromo-4H-1λ6,2,4-benzothiadiazine 1,1-dioxide BrC1=CC2=C(NC=NS2(=O)=O)C=C1